C([O-])(O)=O.C[NH+]1CN(CC1)C 1,3-dimethylimidazolinium bicarbonate